2-((4-ethoxy-3-(1-methyl-7-oxo-3-propyl-6,7-dihydro-1H-pyrazolo[4,3-d]pyrimidin-5-yl)phenyl)amino)-2-methylpropanoic acid C(C)OC1=C(C=C(C=C1)NC(C(=O)O)(C)C)C=1NC(C2=C(N1)C(=NN2C)CCC)=O